2-(((benzyloxy)carbonyl)(methyl)amino)acetic acid C(C1=CC=CC=C1)OC(=O)N(CC(=O)O)C